BrC=1C=C(OCC(CN(C)CC2=CC(=C(C=C2)OCCN2CCC(CC2)C)OC)O)C=CC1Cl 1-(3-bromo-4-chlorophenoxy)-3-((3-methoxy-4-(2-(4-methylpiperidin-1-yl)ethoxy)benzyl)(methyl)amino)propan-2-ol